4-bromo-5-[4-(3,5-dimethoxy-benzyl)-piperazin-1-yl]-benzofuran-2-carboxylic acid BrC1=C(C=CC2=C1C=C(O2)C(=O)O)N2CCN(CC2)CC2=CC(=CC(=C2)OC)OC